methyl 4-chloro-2,3-dihydrobenzofuran-7-carboxylate ClC1=CC=C(C2=C1CCO2)C(=O)OC